ethyl 7-formyl-1-((2-(trimethylsilyl)ethoxy)methyl)-1H-indole-2-carboxylate C(=O)C=1C=CC=C2C=C(N(C12)COCC[Si](C)(C)C)C(=O)OCC